ClCCOC(C(CC=O)(NC(CO[N+](=O)[O-])=O)OCC(CC)OC1=C(C=C(C=C1C)C1=NC2=CC(=CC(=C2C(N1)=O)OC)OC)C)=O (2-[4-(5,7-dimethoxy-4-oxo-3,4-dihydro-quinazolin-2-yl)-2,6-dimethyl-phenoxy]butyloxy)-4-oxo-2-(2-(nitrooxy)acetylamino)-butyric acid 2-chloroethyl ester